2-(6-amino-5-vinyl-pyridazin-3-yl)phenol NC1=C(C=C(N=N1)C1=C(C=CC=C1)O)C=C